4-(difluoromethyl)-1-(4-methoxybenzyl)pyrrolidin-2-one FC(C1CC(N(C1)CC1=CC=C(C=C1)OC)=O)F